(R)-4-{6-[4-(4-(2-(2,4-dimethyl-3-oxopiperazin-1-yl)ethoxy)phenyl)piperidin-1-yl]pyridin-3-yl}-6-methyl-1H-pyrrolo[2,3-c]pyridin-7(6H)-one C[C@H]1N(CCN(C1=O)C)CCOC1=CC=C(C=C1)C1CCN(CC1)C1=CC=C(C=N1)C=1C2=C(C(N(C1)C)=O)NC=C2